ClC1=CC=CC=2N(C[C@@H](OC21)C)C(=O)C2=CC(=CC=C2)C=2C=NN(C2)C [(2S)-8-Chloro-2,3-dihydro-2-methyl-4H-1,4-benzoxazin-4-yl][3-(1-methyl-1H-pyrazol-4-yl)phenyl]methanone